C(C)C1=CC(=NN1)NC1=NC(=CN=C1)OC1CCN(CC1)C N-(5-ethyl-1H-pyrazol-3-yl)-6-((1-methylpiperidin-4-yl)oxy)pyrazin-2-amine